4-(t-butoxycarbonyl)morpholine-2-carboxylic acid C(C)(C)(C)OC(=O)N1CC(OCC1)C(=O)O